N-[(2R)-2-(iodomethyl)-2-methyl-6-morpholino-3H-benzofuran-5-yl]pyrazolo[1,5-a]pyrimidine-3-carboxamide IC[C@@]1(OC2=C(C1)C=C(C(=C2)N2CCOCC2)NC(=O)C=2C=NN1C2N=CC=C1)C